NC1=CC(=C(C(=C1)CN(C)C)O)CN(C)C 4-amino-2,6-bis(dimethylaminomethyl)phenol